6-[3-(4-pyridyl)propoxy]-2-[5-(trifluoromethyl)-2-pyridyl]-3H-quinazolin-4-one hydrochloride Cl.N1=CC=C(C=C1)CCCOC=1C=C2C(NC(=NC2=CC1)C1=NC=C(C=C1)C(F)(F)F)=O